5-(Isoquinolin-6-yl)-2-((tetrahydro-2H-pyran-4-yl)ethynyl)thiazole C1=NC=CC2=CC(=CC=C12)C1=CN=C(S1)C#CC1CCOCC1